C(C)(C)(C)OC(=O)N1CC(CC1)(C)OC(=O)N1CCN(CC1)C1=NC=2N(C=C1)N=CC2C=2C(=NC=CC2)OC(C)C (1-tert-butoxycarbonyl-3-methyl-pyrrolidin-3-yl)4-[3-(2-isopropoxy-3-pyridyl) pyrazolo[1,5-a]pyrimidin-5-yl]piperazine-1-carboxylate